C(C=C)(=O)NCC(C)(C)S(=O)(=O)O acrylamidotertiary butyl-sulfonic Acid